FC1=C(NC=CC1=O)N1[C@H]([C@H](C[C@H]1C)NS(=O)(=O)C)CO[C@@H]1CC[C@@H](CC1)C1=CC(=CC=C1)F N-((2R,3S,5R)-1-(3-fluoro-4-oxo-1,4-dihydropyridin-2-yl)-2-((((CIS)-4-(3-fluorophenyl)cyclohexyl)oxy)methyl)-5-methylpyrrolidin-3-yl)methanesulfonamide